CC1=CC(=CS1)C=1C2(C3=CC=CC=C3C1)CCC1(CC2)OCCO1 2''-(5-methylthiophen-3-yl)dispiro[[1,3]dioxolane-2,1'-cyclohexane-4',1''-indene]